FC(C(=O)O)(F)F.CC1=NOC(=C1C=1C=C(C=C(C1)CN1CCNCC1)O)C 3-(3,5-dimethylisoxazol-4-yl)-5-(piperazin-1-ylmethyl)phenol trifluoroacetate